N1=C2N(C(C=C1)=O)C=CC=N2 4H-pyrimido[1,2-a]pyrimidin-4-one